N[C@H](C(=O)N1CC2=C(CC1)NC(=N2)C2=NNC1=CC(=CC=C21)C2=C(C=C(C=C2)O)CC)CCCCN (S)-2,6-diamino-1-(2-(6-(2-ethyl-4-hydroxyphenyl)-1H-indazol-3-yl)-1,4,6,7-tetrahydro-5H-imidazo[4,5-c]pyridin-5-yl)hexan-1-one